BrC1=CC(=C2C(=NN(C2=C1)C)NC=1C=C(C=2N(C1)C=C(N2)C)F)F 6-bromo-4-fluoro-N-(8-fluoro-2-methyl-imidazo[1,2-a]pyridin-6-yl)-1-methyl-indazol-3-amine